5,6-difluoronaphthalen-2-ol formate C(=O)OC1=CC2=CC=C(C(=C2C=C1)F)F